9,10-difluoro-7-oxo-2,3,6,7-tetrahydro-5H-[1,4]thiazino[2,3,4-ij]quinoline-6-carbaldehyde FC=1C=C2C(C(CN3C2=C(C1F)SCC3)C=O)=O